2,2,2-trichloroethyl (3-(tert-butyl)-1-(4-(2-morpholinoethoxy)phenyl)-1H-pyrazol-5-yl)carbamate C(C)(C)(C)C1=NN(C(=C1)NC(OCC(Cl)(Cl)Cl)=O)C1=CC=C(C=C1)OCCN1CCOCC1